C(CCC)[NH2+]C butyl(methyl)azanium